ethyl 2-[3-[tert-butyl(dimethyl)silyl]oxypropyl-(6-chloro-5-methyl-pyridazin-3-yl)amino]-5-(3-iodopropyl)thiazole-4-carboxylate [Si](C)(C)(C(C)(C)C)OCCCN(C=1SC(=C(N1)C(=O)OCC)CCCI)C=1N=NC(=C(C1)C)Cl